C(C)(C)(C)OC(=O)N1CC=2C(=NN3C2C(N(CC3CO)C(C)C3=CC=C(C=C3)OC(F)F)=O)C[C@H]1C (3R)-9-(1-(4-(difluoromethoxy)phenyl)ethyl)-7-(hydroxymethyl)-3-methyl-10-oxo-3,4,7,8,9,10-hexahydropyrido[4',3':3,4]Pyrazolo[1,5-a]Pyrazine-2(1H)-carboxylic acid tert-butyl ester